1,5-Diamino-2-Methylpentan NCC(CCCN)C